1-(4-(((6-(2-chloro-3-(3-chloro-2-(4-((((1-hydroxycyclopropyl)methyl)amino)methyl)-3-methoxyphenyl)pyridin-4-yl)phenyl)-2-methoxypyridin-3-yl)methyl)amino)piperidin-1-yl)ethan-1-one ClC1=C(C=CC=C1C1=C(C(=NC=C1)C1=CC(=C(C=C1)CNCC1(CC1)O)OC)Cl)C1=CC=C(C(=N1)OC)CNC1CCN(CC1)C(C)=O